The molecule is a (7Z,10Z,13Z,15E,19Z)-17-hydroperoxydocosapentaenoate in which the chiral centre at position 17 has S-configuration. An intermediate of specialised proresolving mediators. It is a docosanoid anion, a hydroperoxy fatty acid anion and a long-chain fatty acid anion. It is a conjugate base of a (7Z,10Z,13Z,15E,17S,19Z)-17-hydroperoxydocosapentaenoic acid. CC/C=C\\C[C@@H](/C=C/C=C\\C/C=C\\C/C=C\\CCCCCC(=O)[O-])OO